3-bromo-6-chloro-2-(6-methylpyridin-2-yl)pyrazolo[1,5-a]Pyridine BrC=1C(=NN2C1C=CC(=C2)Cl)C2=NC(=CC=C2)C